ClC=1C=C2C(=NC(N3C2=C(C1C1=C(C=C(C(=C1)Cl)F)F)SC[C@H](C3)OC)=O)N3CCNCC3 (S)-10-chloro-11-(5-chloro-2,4-difluorophenyl)-3-methoxy-8-(piperazin-1-yl)-3,4-dihydro-2H,6H-[1,4]thiazepino[2,3,4-ij]quinazolin-6-one